(2-bromoethoxy)(tert-butyl)dimethylsilane tert-butyl-3-(4-methoxy-3-(methoxycarbonyl)phenyl)-3a,4,6,6a-tetrahydro-5H-pyrrolo[3,4-d]isoxazole-5-carboxylate C(C)(C)(C)OC(=O)N1CC2C(=NOC2C1)C1=CC(=C(C=C1)OC)C(=O)OC.BrCCO[Si](C)(C)C(C)(C)C